Cl.NCCC[Si](OC)(OC)OC γ-aminopropyl-trimethoxysilane hydrochloride